3-isopropoxypyrrolidine C(C)(C)OC1CNCC1